coumaroyl-phenethyl-amine C(\C=C\C1=CC=C(C=C1)O)(=O)NCCC1=CC=CC=C1